(E)-2,5-dimethyl-4-propenyl-4'-trifluoromethoxy-1,1'-biphenyl CC1=C(C=C(C(=C1)\C=C\C)C)C1=CC=C(C=C1)OC(F)(F)F